C(C)(C)(C)OC(CC[C@@H](C(=O)N)N1C(C2=CC=C(C=C2C1)C(N[C@@H](C(F)(F)F)C1=NC=C(C=C1Cl)Cl)=O)=O)=O.C(C)(C)C1=C(C(=CC=C1)C(C)C)N1CSC=C1 3-(2,6-diisopropylphenyl)thiazole Tert-butyl-(S)-5-amino-4-(5-(((R)-1-(3,5-dichloropyridin-2-yl)-2,2,2-trifluoroethyl)carbamoyl)-1-oxoisoindolin-2-yl)-5-oxopentanoate